BrC=1C=CC(=NC1)C(C)N1N=CC2=C(C=CC(=C12)C(=O)OC)C#CC methyl 1-(1-(5-bromopyridin-2-yl) ethyl)-4-(propan-1-yn-1-yl)-1H-indazole-7-carboxylate